p-[2-(tosyloxy)ethoxysulfonyl]toluene S(=O)(=O)(C1=CC=C(C)C=C1)OCCOS(=O)(=O)C1=CC=C(C)C=C1